2-ethyl-6-methyl-N-(2-(trifluoromethyl)phenethyl)thieno[2,3-d]pyrimidin-4-amine C(C)C=1N=C(C2=C(N1)SC(=C2)C)NCCC2=C(C=CC=C2)C(F)(F)F